BrC=1C=C2C=CC(=CC2=CC1)OCC1CCN(CC1)C 4-(((6-Bromonaphthalen-2-yl)oxy)methyl)-1-methylpiperidine